(3S)-tert-butyl 3-methyl-6-(2-(4-methylmorpholin-3-yl)benzo[d]thiazol-5-yl)-3,4-dihydropyridine-1(2H)-carboxylate C[C@@H]1CN(C(=CC1)C=1C=CC2=C(N=C(S2)C2N(CCOC2)C)C1)C(=O)OC(C)(C)C